COC1=C(C=CC=C1)C(C(C(=O)OCC)Br)Br ethyl 3-(2-methoxyphenyl)-2,3-dibromopropionate